CN1CC=NC(=C1)O methyl-1H-pyrazin-5-ol